(3R)-1-{2-[1-(cyclopropylmethyl)-6-methoxy-1H-pyrrolo[2,3-b]pyridin-2-yl]-7-methoxy-1-methyl-1H-1,3-benzodiazole-5-carbonyl}piperidin-3-amine C1(CC1)CN1C(=CC=2C1=NC(=CC2)OC)C2=NC1=C(N2C)C(=CC(=C1)C(=O)N1C[C@@H](CCC1)N)OC